1-(2,6-dichlorophenyl)-4-((4-((1-methyl-1H-pyrazol-3-yl)oxy)phenyl)amino)-1H-pyrazole-3-carboxamide ClC1=C(C(=CC=C1)Cl)N1N=C(C(=C1)NC1=CC=C(C=C1)OC1=NN(C=C1)C)C(=O)N